(2S)-2-amino-3-(2-chlorophenyl)propanoic acid methyl ester hydrochloride Cl.COC([C@H](CC1=C(C=CC=C1)Cl)N)=O